C(C)(C)(C)OC(=O)N1CC(C1)OC=1C(=NC(=CC1)Cl)F 3-[(6-chloro-2-fluoropyridin-3-yl)oxy]azetidine-1-carboxylic acid tert-butyl ester